4-(4-fluorobenzyl)-3,6-dimethyl-7-nitro-3,4-dihydro-2H-benzo[b][1,4]oxazine FC1=CC=C(CN2C3=C(OCC2C)C=C(C(=C3)C)[N+](=O)[O-])C=C1